O1CCN(CC1)CCCNC(=O)C1=NC2=CC=CC=C2N=C1NC1=CC=C(C=C1)C N-(3-Morpholinopropyl)-3-(p-tolylamino)quinoxaline-2-carboxamide